1-(5-((4-(6-((6-acetyl-8-cyclopentyl-5-methyl-7-oxo-7,8-dihydropyrido[2,3-d]pyrimidin-2-yl)amino)pyridin-3-yl)piperazin-1-yl)methyl)pyridin-2-yl)dihydropyrimidine-2,4(1H,3H)-dione C(C)(=O)C1=C(C2=C(N=C(N=C2)NC2=CC=C(C=N2)N2CCN(CC2)CC=2C=CC(=NC2)N2C(NC(CC2)=O)=O)N(C1=O)C1CCCC1)C